ClC=1C=C(C(=NC1)N1CC(N(C2(CN(C2)C=O)C1=O)[C@@H](C)C1=CC=C(C=C1)Cl)=O)F (S)-8-(5-chloro-3-fluoropyridin-2-yl)-5-(1-(4-chlorophenyl)ethyl)-6,9-dioxo-2,5,8-triazaspiro[3.5]nonane-2-carbaldehyde